Dimethyl-2,3-dinitrobutane CC(C(C)([N+](=O)[O-])C)(C)[N+](=O)[O-]